Pyrazol-1-yl-acetic acid trifluoroacetate FC(C(=O)O)(F)F.N1(N=CC=C1)CC(=O)O